C(C)(C)CC(C)N isopropylpropan-2-amine